C(C)(C)(C)NC(=O)NC=1C(=CC2=C(O[C@@H](C(N2CC2=CC(=CC=C2)C(F)F)=O)C)C1F)F (R)-1-(tert-butyl)-3-(4-(3-(difluoromethyl)benzyl)-6,8-difluoro-2-methyl-3-oxo-3,4-dihydro-2H-benzo[b][1,4]oxazin-7-yl)urea